hexaanimine platinum(IV) carbonate C([O-])([O-])=O.[Pt+4].C(CCCCC)=N.C([O-])([O-])=O